C1(=CC=CC=C1)CC(=O)O[C@@H]1[C@H](O[C@H]([C@]1(C)F)N1C2=NC(=NC(=C2N=C1)NC)N)COC(C)=O (2R,3R,4R,5R)-2-(acetoxymethyl)-5-(2-amino-6-(methylamino)-9H-purin-9-yl)-4-fluoro-4-methyltetrahydrofuran-3-yl 2-phenylacetate